2-methoxy-acetic acid 2-methoxyethyl ester COCCOC(COC)=O